FC=1C=C(C=CC1C1=C(C=NC=C1)OC)NC([C@H](C(C1=CC=CC=C1)C1=CC=CC=C1)NC(=O)C1=CC=NN1C)=O (S)-N-(1-((3-fluoro-4-(3-methoxypyridin-4-yl)phenyl)amino)-1-oxo-3,3-diphenylpropan-2-yl)-1-methyl-1H-pyrazole-5-carboxamide